N[C@@](C(=O)OC(C)(C)C)(C)C1=C(C=C(C(=C1)Cl)C)[N+](=O)[O-] tert-Butyl (S)-2-amino-2-(5-chloro-4-methyl-2-nitrophenyl)propanoate